FC1=C(C=CC=C1)CC(=O)O (2-fluorophenyl)-acetic acid